(R)-N-(4-(3-(quinazolin-2-ylamino)pyrrolidine-1-carbonyl)phenyl)ethenesulfonamide N1=C(N=CC2=CC=CC=C12)N[C@H]1CN(CC1)C(=O)C1=CC=C(C=C1)NS(=O)(=O)C=C